C(CC)C=1OCCCN1 2-propyl-4,5-dihydro-1,3-oxazine